C(NC=1C(C(=O)O)=CC=CC1)NC=1C(C(=O)O)=CC=CC1 methylenedianthranilic acid